N,N-bis(2-hydroxyethyl)aminophosphine OCCN(CCO)P